4-(oxetan-3-yl)-2H-1,2,3-triazole O1CC(C1)C1=NNN=C1